FC(COC1=CC=2[C@@]34[C@@H]([C@H](CC2C=C1)N(CC4)C)CCCC3)(F)F (1S,9S,10S)-4-(2,2,2-trifluoroethoxy)-17-methyl-17-azatetracyclo[7.5.3.01,10.02,7]heptadeca-2(7),3,5-triene